ClC1=C(C=2N(C=C1)N=CC2COC)OC 5-Chloro-4-methoxy-3-(methoxymethyl)pyrazolo[1,5-a]pyridine